C1(CCC1)N1C(=NC2=NC(=NC(=C12)N1C[C@@](CCC1)(O)C)OC[C@]12CCCN2C[C@@H](C1)F)OC1=CC(=CC2=CC=C(C(=C12)C#C)F)O (3R)-1-(7-cyclobutyl-8-[(8-ethynyl-7-fluoro-3-hydroxy-1-naphthyl)oxy]-2-{[(2R,7aS)-2-fluorotetrahydro-1H-pyrrolizin-7a(5H)-yl]methoxy}-7H-purin-6-yl)-3-methylpiperidin-3-ol